(3-((tert-butoxycarbonyl)-amino)cyclobutane-1,1-diyl)bis(methylene) dimethanesulfonate CS(=O)(=O)OCC1(CC(C1)NC(=O)OC(C)(C)C)COS(=O)(=O)C